FC(C(=O)O)(F)F.N1=C(C=CC=C1)NC(C)=O N-(2-pyridyl)acetamide trifluoroacetate